C(C)C=1N=COC1C(=O)N[C@@H](C)C1=CC=C(C=C1)NC(OCC1=CC=C(C=C1)Cl)=O 4-chlorobenzyl (S)-(4-(1-(4-ethyloxazole-5-carboxamido)eth-yl)phenyl)carbamate